COC1=C(CN=C=NC2=C(C#N)C=CC=C2OC)C=CC(=C1)OC 2-((((2,4-dimethoxybenzyl)imino)methylene)amino)-3-methoxybenzonitrile